BrC1=CC(=C(C(=O)OC(C)(C)C)C=C1F)C tert-butyl 4-bromo-5-fluoro-2-methyl-benzoate